2-Benzyl 1-(tert-butyl) (2R,4S)-4-(4-bromobenzyl)pyrrolidine-1,2-dicarboxylate BrC1=CC=C(C[C@H]2C[C@@H](N(C2)C(=O)OC(C)(C)C)C(=O)OCC2=CC=CC=C2)C=C1